N-(3'-((6-((1-acryloylpiperidin-4-yl)oxy)-7-methoxyquinazolin-4-yl)amino)-2,4-difluoro-4'-Methoxy-[1,1'-biphenyl]-3-yl)cyclopropanecarboxamide C(C=C)(=O)N1CCC(CC1)OC=1C=C2C(=NC=NC2=CC1OC)NC=1C=C(C=CC1OC)C1=C(C(=C(C=C1)F)NC(=O)C1CC1)F